FC1=CC=C(C=C1)N1N=NC(=C1)COC1=C(C=C(C(=O)NCCNC(OC(C)(C)C)=O)C=C1OC)OC tert-Butyl (2-(4-((1-(4-fluorophenyl)-1H-1,2,3-triazol-4-yl)methoxy)-3,5-dimethoxybenzamido)ethyl)carbamate